P(=O)(O)(O)O.C(C)O.C(C)O.C(C)O triethanol phosphate